(7S,8aS)-7-(3-([1,2,4]triazolo[1,5-a]pyridin-8-yl)propyl)-2-(5-chloropyridin-2-yl)hexahydropyrrolo[1,2-a]pyrazin-6(2H)-one N=1C=NN2C1C(=CC=C2)CCC[C@H]2C[C@@H]1N(CCN(C1)C1=NC=C(C=C1)Cl)C2=O